acrylic acid tricyclo[5.2.1.02,6]Decen-8-yl ester C12=C3CCCC3C(C(C1)OC(C=C)=O)C2